4-methoxy-4-methyl-piperidine hydrochloride Cl.COC1(CCNCC1)C